CC=1C=C(OC2=CC=C3N=C4CCCCC4=C(C3=C2)N)C=C(C1)C 7-(3,5-dimethylphenoxy)-1,2,3,4-tetrahydroacridine-9-amine